2-phenyl-N-((1s,3s)-3-(6-((4-(4-(2-(piperidin-4-yl)acetyl)piperazin-1-yl)phenyl)amino)-9H-purin-9-yl)cyclobutyl)acetamide hydrochloride Cl.C1(=CC=CC=C1)CC(=O)NC1CC(C1)N1C2=NC=NC(=C2N=C1)NC1=CC=C(C=C1)N1CCN(CC1)C(CC1CCNCC1)=O